1-methoxy-3-cyclohexoxypropane COCCCOC1CCCCC1